tert-Butyl (2S,3S)-2-benzyl-3-hydroxypyrrolidine-1-carboxylate C(C1=CC=CC=C1)[C@@H]1N(CC[C@@H]1O)C(=O)OC(C)(C)C